(6E)-1,1-diisopropyloxy-6-nonen-2-yne C(C)(C)OC(C#CCC\C=C\CC)OC(C)C